(4-(isopropylamino)-6-phenyl-1,3,5-triazin-2-ylamino)nicotinonitrile C(C)(C)NC1=NC(=NC(=N1)C1=CC=CC=C1)NC1=C(C#N)C=CC=N1